2-(decylamino)ethanol C(CCCCCCCCC)NCCO